2-(1-cyclopropyl-4-piperidyl)-7-(4-piperidyl)-5H-pyrrolo[2,3-b]pyrazine C1(CC1)N1CCC(CC1)C=1N=C2C(=NC1)NC=C2C2CCNCC2